ClC1=C(OC2=NC=3N(C(N(C(C3N2CC2=NC=C(C=C2)Cl)=O)CCCO)=O)C)C=CC=C1 8-(2-chlorophenoxy)-7-((5-chloropyridin-2-yl)methyl)-1-(3-hydroxypropyl)-3-methyl-1H-purine-2,6(3H,7H)-dione